8-hydroxy-1,3,4,5-tetrahydro-2H-pyrido[4,3-b]azepin-2-one OC1=CC=2NC(CCCC2C=N1)=O